methacryl iodide C(=O)(C(=C)C)I